C1(CC1)COC1=NC=CC=C1C1=CNC2=NC(=CC=C21)NC(=O)[C@@H]2[C@H](C2)F (1R,2S)-N-(3-(2-(cyclopropylmethoxy)pyridin-3-yl)-1H-pyrrolo[2,3-b]pyridin-6-yl)-2-fluorocyclopropane-1-carboxamide